tert-butyl 6-[[3-methyl-5-(trifluoromethyl) pyrazol-1-yl]methyl]-2-azaspiro[3.3]heptane-2-carboxylate CC1=NN(C(=C1)C(F)(F)F)CC1CC2(CN(C2)C(=O)OC(C)(C)C)C1